BrC1=C(C=C(/C(=N/O)/N)C=C1)F (Z)-4-bromo-3-fluoro-N'-hydroxybenzoamidine